CC(C[C@@H](C(N[C@H](C=O)C[C@H]1C(NCC1)=O)=O)NC(OCC1=CC(=CC=C1)Cl)=O)C 3-Chlorobenzyl ((S)-4-methyl-1-oxo-1-(((S)-1-oxo-3-((S)-2-oxopyrrolidin-3-yl)propan-2-yl)amino)pentan-2-yl)carbamate